1-Methyl-3-(2-methylpyrimidin-4-ylamino)-5-(4,4,5,5-tetramethyl-1,3,2-dioxaborolan-2-yl)pyridin-2(1H)-one CN1C(C(=CC(=C1)B1OC(C(O1)(C)C)(C)C)NC1=NC(=NC=C1)C)=O